((((9H-fluoren-9-yl) methoxy) carbonyl) (4-(((4-((2-(methylcarbamoyl) phenyl) amino))-5-(trifluoromethyl) pyrimidin-2-yl) amino) benzyl) amino) piperidine-1-carboxylate N1(CCCCC1)C(=O)ON(CC1=CC=C(C=C1)NC1=NC=C(C(=N1)NC1=C(C=CC=C1)C(NC)=O)C(F)(F)F)C(=O)OCC1C2=CC=CC=C2C=2C=CC=CC12